C(C=C)(=O)OCCP(=O)=C(O)C[N+](C)(C)C acryloyloxyethyl-phosphorylcholin